Dibromotrifluoroethane C(C(F)(Br)Br)(F)F